N-[3-chloro-4-[4-[2-[(2S)-pyrrolidin-2-yl]acetyl]piperazine-1-carbonyl]phenyl]-5-[4-(difluoromethoxy)-2,3-difluoro-phenyl]-1-methyl-imidazole-2-carboxamide ClC=1C=C(C=CC1C(=O)N1CCN(CC1)C(C[C@H]1NCCC1)=O)NC(=O)C=1N(C(=CN1)C1=C(C(=C(C=C1)OC(F)F)F)F)C